ClC=1C=C2C(=CC1)C(N(C[C@@]21C(N(C[C@H]1CNCC)C1=CN=CC2=CC=CC=C12)=O)CC1=NC=NC(=C1)C)=O (4S,4'R)-6-chloro-4'-[(ethylamino)methyl]-1'-(4-isoquinolyl)-2-[(6-methylpyrimidin-4-yl)methyl]spiro[3H-isoquinoline-4,3'-pyrrolidine]-1,2'-dione